CN(C(OC(C)(C)C)=O)C1CC=2C(OC1)=C(SC2)C(F)(F)F tert-butyl N-methyl-N-[7-(trifluoromethyl)-3,4-dihydro-2H-thieno[3,4-b]pyran-3-yl]carbamate